CC1=C(C(=O)N[C@H](C)C2=CC(=NC3=CC=CC=C23)C=2C=NN(C2)C)C=C(C=C1)N1[C@H]2CN([C@@H](C1)C2)C 2-methyl-N-((R)-1-(2-(1-methyl-1H-pyrazol-4-yl)quinolin-4-yl)ethyl)-5-((1R,4R)-5-methyl-2,5-diazabicyclo[2.2.1]heptan-2-yl)benzamide